3-(4-((2-cyclopropylethyl)((1r,4r)-4-((1,1-difluoropropan-2-yl)amino)cyclohexyl)amino)-1-oxoisoindolin-2-yl)piperidine-2,6-dione C1(CC1)CCN(C1=C2CN(C(C2=CC=C1)=O)C1C(NC(CC1)=O)=O)C1CCC(CC1)NC(C(F)F)C